ethyl N-(4-fluorophenyl)-P-(4-(5-(trifluoromethyl)-1,3,4-oxadiazol-2-yl)benzyl)phosphonamidate FC1=CC=C(C=C1)NP(OCC)(=O)CC1=CC=C(C=C1)C=1OC(=NN1)C(F)(F)F